2-(2-fluoro-4-(4-hydroxy-3-isopropylbenzyl)-3,5-dimethylphenoxy)-N-methylacetamide FC1=C(OCC(=O)NC)C=C(C(=C1C)CC1=CC(=C(C=C1)O)C(C)C)C